ClC=1C=C(C=CC1)CC=1OC(=C(N1)C1=CC=C(OCC2=NN(C(=C2)C(=O)O)C)C=C1)C ((4-(2-(3-chlorophenyl-methyl)-5-methyl-oxazol-4-yl)phenoxy)methyl)-1-methyl-1H-pyrazole-5-carboxylic acid